5-(3-bromoimidazo[1,2-b]pyridazin-8-yl)-N-(4-fluorophenyl)-2-methylbenzamide BrC1=CN=C2N1N=CC=C2C=2C=CC(=C(C(=O)NC1=CC=C(C=C1)F)C2)C